OC1=C2C(C=C(OC2=C(C(=C1)OCC1=CC=CC=C1)O)C1=CC=C(C=C1)F)=O 5,8-dihydroxy-7-benzyloxy-2-(4-fluorophenyl)-4H-chromen-4-one